N-(4-aminopyridin-2-yl)-N-(4-chloro-3-cyanophenyl)acetamide NC1=CC(=NC=C1)N(C(C)=O)C1=CC(=C(C=C1)Cl)C#N